2-(4-phenoxyphenyl)-7-(piperidin-4-yl)-6,7-dihydro-5H-pyrrolo[1,2-a]imidazole-3-carboxamide O(C1=CC=CC=C1)C1=CC=C(C=C1)C=1N=C2N(C1C(=O)N)CCC2C2CCNCC2